NC1=CC(=NC(=C1)NC1=CC(=CC=C1)F)C(=O)NC1CC2=CC=C(C=C2C1)F 4-Amino-N-(5-fluoro-2,3-dihydro-1H-inden-2-yl)-6-((3-fluorophenyl)amino)picolinamide